4-(5-(1,3-Dioxolan-2-yl)-3-fluoropyridin-2-yl)indoline O1C(OCC1)C=1C=C(C(=NC1)C1=C2CCNC2=CC=C1)F